C(CCC)[Si](OC1=CC=CC=C1)(OC1=CC=CC=C1)OC1=CC=CC=C1 Butyltriphenyloxysilane